6-[4-(dibutylcarbamoyl)-1,5-dimethyl-1H-pyrrol-2-yl]-7-{[(3R)-3-methyl-3,4-dihydroisoquinolin-2(1H)-yl]carbonyl}-3,4-dihydroisoquinolin-2(1H)-carboxylic acid phenyl ester C1(=CC=CC=C1)OC(=O)N1CC2=CC(=C(C=C2CC1)C=1N(C(=C(C1)C(N(CCCC)CCCC)=O)C)C)C(=O)N1CC2=CC=CC=C2C[C@H]1C